rac-N-((4R,5R)-7-ethyl-4-(4-fluorophenyl)-6-oxo-3-((3-oxoisothiazol-2(3H)-yl)methyl)-1-phenyl-4,5,6,7-tetrahydro-1H-pyrazolo[3,4-b]pyridine-5-yl)-3-(trifluoromethyl)benzamide C(C)N1C2=C([C@H]([C@H](C1=O)NC(C1=CC(=CC=C1)C(F)(F)F)=O)C1=CC=C(C=C1)F)C(=NN2C2=CC=CC=C2)CN2SC=CC2=O |r|